N1=C(C=CC=C1)C=1C=NC(=CC1)NC(=O)C1=CN=CN1C N-([2,3'-bipyridin]-6'-yl)-1-methyl-1H-imidazole-5-carboxamide